(S)-N-(5-chloro-2-(1H-tetrazol-1-yl)benzyl)-3-((3-fluoro-5-methylbenzyl)amino)-4-oxo-4,6,7,8-tetrahydropyrrolo[1,2-a]pyrazine-6-carboxamide ClC=1C=CC(=C(CNC(=O)[C@@H]2CCC=3N2C(C(=NC3)NCC3=CC(=CC(=C3)C)F)=O)C1)N1N=NN=C1